(2R,3R)-3-(3-(4-(3,4,5-trifluorobenzyloxy)phenyl)isoxazol-5-yl)-2-(2,4-difluorophenyl)-1-(1H-tetrazol-1-yl)butan-2-ol Glyceryl-monooleate (glyceryl-monooleate) C(C(O)CO)CCCCCCCC\C=C/CCCCCCCC(=O)O.C(C(O)CO)CCCCCCCC\C=C/CCCCCCCC(=O)O.FC=1C=C(COC2=CC=C(C=C2)C2=NOC(=C2)[C@@H]([C@@](CN2N=NN=C2)(O)C2=C(C=C(C=C2)F)F)C)C=C(C1F)F